6-(3-isopropyl-5-(piperidin-4-yl)-1H-indol-2-yl)-8-methoxy-[1,2,4]triazolo[1,5-a]pyridine C(C)(C)C1=C(NC2=CC=C(C=C12)C1CCNCC1)C=1C=C(C=2N(C1)N=CN2)OC